5-(mesitylphenyl)-2-phenyl-4,5-dihydrooxazole C1(=C(C(=CC(=C1)C)C)C1=C(C=CC=C1)C1CN=C(O1)C1=CC=CC=C1)C